3,4,5-trimethoxycinnamoyl-thymol COC=1C=C(C=CC(=O)C2=C(C)C=CC(C(C)C)=C2O)C=C(C1OC)OC